FC1=CC=C(C=C1)[C@@H](C)NCCC(=O)N1CC2CCC(C1)N2C2=NC=C(C#N)C=C2 6-(3-(3-(((R)-1-(4-fluorophenyl)ethyl)amino)propanoyl)-3,8-diazabicyclo[3.2.1]octan-8-yl)nicotinonitrile